(R)-1'-(2-(5-Amino-3-(m-tolyl)-1H-pyrazol-1-yl)acetyl)-6-chloro-5-fluorospiro[benzo[d][1,3]oxazine-4,3'-pyrrolidin]-2(1H)-one NC1=CC(=NN1CC(=O)N1C[C@@]2(CC1)C1=C(NC(O2)=O)C=CC(=C1F)Cl)C=1C=C(C=CC1)C